C(#N)C1=C(C=C(C=C1)N1CCC(CC1)C1=CC=C(C=C1)NCCN1CCN(CC1)C(=O)OC(C)(C)C)C(F)(F)F tert-Butyl 4-(2-((4-(1-(4-cyano-3-(trifluoromethyl)phenyl)piperidin-4-yl)phenyl)amino)ethyl)piperazine-1-carboxylate